OC1=CC=C(C=C1)C(C)(C)C1=C(C=CC(=C1)C(C)(C)C1=CC=C(C=C1)O)O 2,4-Bis-(4-hydroxyphenyl-isopropyl)-phenol